5-[3-(2-fluoro-4-iodo-phenoxy)propyl]-2-(methylamino)thiazole-4-carboxylic acid methyl ester COC(=O)C=1N=C(SC1CCCOC1=C(C=C(C=C1)I)F)NC